tert-butyl ((5-(pyridin-3-yloxy)-1-(4-(trifluoromethyl)phenyl)-1,2,3,4-tetrahydroquinolin-3-yl)methyl)carbamate N1=CC(=CC=C1)OC1=C2CC(CN(C2=CC=C1)C1=CC=C(C=C1)C(F)(F)F)CNC(OC(C)(C)C)=O